BrC1=CC=2N(C(=C1NC(=O)C1=CC(=NN1C1=NC=CC=C1Cl)C(F)(F)F)C(=O)NC1C(NOC1)=O)N=CC2 5-bromo-6-(1-(3-chloropyridin-2-yl)-3-(trifluoromethyl)-1H-pyrazole-5-carboxamido)-N-(3-oxoisoxazolidin-4-yl)pyrazolo[1,5-a]pyridine-7-carboxamide